(2R,3S,5Z,8Z)-1-toluenesulfonyloxy-2,3-epoxy-5,8-heptadecadiene C(C1=CC=CC=C1)S(=O)(=O)OC[C@@H]1[C@H](C\C=C/C\C=C/CCCCCCCC)O1